(E)-((cyclobutylamino)(methylthio)methylene)carbamic acid benzyl ester C(C1=CC=CC=C1)OC(/N=C(/SC)\NC1CCC1)=O